7-[(3R,4S)-4-[(4-chloro-2-fluorophenyl)amino]-3-methyl-piperidin-1-yl]-2,4-dimethyl-5-oxo-4H,5H-[1,3]thiazolo[5,4-b]pyridine-6-carbonitrile ClC1=CC(=C(C=C1)N[C@@H]1[C@@H](CN(CC1)C=1C2=C(N(C(C1C#N)=O)C)SC(=N2)C)C)F